Cl.Cl.CN1CC2(C1)CNC2 2-Methyl-2,6-diaza-spiro[3.3]heptane dihydrochloride